C(C)NC(=O)NC1=NC=CC(=C1)CN1CCC(CC1)C=1C(=NC(=CC1)N1N=CC=C1)C 1-ethyl-3-(4-((4-(2-methyl-6-(1H-pyrazol-1-yl)pyridin-3-yl)piperidin-1-yl)methyl)pyridin-2-yl)urea